8-(6-(difluoromethyl)pyridin-3-yl)-2,3-dimethyl-6-((2R,6S)-2-methyl-6-(2-methylpyridin-4-yl)morpholino)pyrido[3,4-d]pyrimidin-4(3H)-one FC(C1=CC=C(C=N1)C1=NC(=CC2=C1N=C(N(C2=O)C)C)N2C[C@H](O[C@H](C2)C2=CC(=NC=C2)C)C)F